ClC=1C(=NC=C(N1)OC)C(CCC=C)N[S@@](=O)C(C)(C)C (S)-N-(1-(3-chloro-5-methoxypyrazin-2-yl)pent-4-en-1-yl)-2-methylpropan-2-sulfinamide